N1=CC(=C2N1C=CC=C2)C(=O)NC2CC1(CC(C1)OC1=C(C=C3C(=N1)C=CS3)C(=O)N)C2 5-[(6-{pyrazolo[1,5-a]pyridine-3-amido}spiro[3.3]heptan-2-yl)oxy]thieno[3,2-b]pyridine-6-carboxamide